4-cyclohexaneterephthalic acid C1CCC(CC1)C1=CC(=CC=C1C(=O)O)C(=O)O